N-(3-(N-(tert-butyl)sulfamoyl)phenyl)-4-(3-hydroxyoxetan-3-yl)-2-(6-azaspiro[2.5]octan-6-yl)benzamide C(C)(C)(C)NS(=O)(=O)C=1C=C(C=CC1)NC(C1=C(C=C(C=C1)C1(COC1)O)N1CCC2(CC2)CC1)=O